FC1=CC=C(C(=C1C(=O)OC)C#CCCCO)C methyl 6-fluoro-2-(5-hydroxypent-1-yn-1-yl)-3-methylbenzoate